C(C1=CC=CC=C1)N(C1CCC(CC1)OCCOC)CC1=CC=CC=C1 (1r,4r)-N,N-dibenzyl-4-(2-methoxyethoxy)cyclohexane-1-amine